5,6-dimethyl-acenaphthylene CC1=CC=C2C=CC=3C=CC(=C1C32)C